tert-butyl N-[4-[(5-benzyloxy-4-methyl-3-pyridinyl) methyl]-3-fluoro-2-pyridinyl]-N-t-butoxycarbonyl-carbamate C(C1=CC=CC=C1)OC=1C(=C(C=NC1)CC1=C(C(=NC=C1)N(C(OC(C)(C)C)=O)C(=O)OC(C)(C)C)F)C